CC1=NC=CC(=C1)C1CN(C1)[C@@H]1[C@@H](CCCC1)OC=1C=C2CN(C(C2=CC1)=O)C1C(NC(CC1)=O)=O 3-(5-(((1R,2S)-2-(3-(2-meth-ylpyridin-4-yl)azetidin-1-yl)-cyclohexyl)oxy)-1-oxoisoindolin-2-yl)piperidine-2,6-dione